N[C@H](C(=O)N[C@H](C(=O)OC)C[C@H]1C(NCC1)=O)CC(C)(C)C methyl (2S)-2-[[(2S)-2-amino-4,4-dimethyl-pentanoyl]amino]-3-[(3S)-2-oxopyrrolidin-3-yl]propanoate